(3R,5S)-6-chloro-3,5-dihydroxyhexanoate ClC[C@H](C[C@H](CC(=O)[O-])O)O